CC1NCCC1.[Na] sodium 2-methylpyrrolidine